n-butyl-1,1,3,3-tetramethyldisiloxane C(CCC)[Si](O[SiH](C)C)(C)C